N-cyclohexyl-3-((3-fluoro-4-((6-methoxy-7-propoxyquinolin-4-yl)oxy)phenyl)amino)-1-methyl-1H-pyrazole-4-carboxamide C1(CCCCC1)NC(=O)C=1C(=NN(C1)C)NC1=CC(=C(C=C1)OC1=CC=NC2=CC(=C(C=C12)OC)OCCC)F